3-(trifluoromethylthio)-propionamide FC(SCCC(=O)N)(F)F